(3S)-5-chloro-7-[(2,4-difluoro-3-{2-[(1-methylpiperidin-4-yl) amino] quinazolin-6-yl} phenyl) sulfamoyl]-2,3-dihydro-1-benzofuran-3-yl acetate C(C)(=O)O[C@@H]1COC2=C1C=C(C=C2S(NC2=C(C(=C(C=C2)F)C=2C=C1C=NC(=NC1=CC2)NC2CCN(CC2)C)F)(=O)=O)Cl